C(C)OC1=CC=C(C=C1)NS(=O)(=O)C1=C(C=CC=C1)NC(=O)NS(=O)(=O)C1=CC=C(C)C=C1 N-(4-Ethoxyphenyl)-2-(3-tosylureido)benzenesulfonamide